5-bromo-1,3-thiazole-4-carboxylic acid methyl ester COC(=O)C=1N=CSC1Br